C(CC)C1=CC2=C(N=C(N=C2)NC2=C(C(=C(C=C2)N2CCN(CC2)C)F)C)N1C1=CC=CC(=N1)C(C)(C)O 2-(6-(6-propyl-2-((3-fluoro-2-methyl-4-(4-methylpiperazin-1-yl)phenyl)amino)-7H-pyrrolo[2,3-d]pyrimidin-7-yl)pyridin-2-yl)propan-2-ol